C(C)(=O)OCCCCCCCC=CC=CCC 8,10-tridecadienyl acetate